N1=CC=NC2=CC=CC=C12 QUINOXALIN